[O-2].[Ti+4].[Al+3].[Si+4] silicon-aluminum-titanium oxide